ClC=1C=C(CN2C(C(C3=CC=CC=C23)=O)=O)C=CC1Cl 1-(3,4-dichlorobenzyl)-1H-indole-2,3-dione